C(C)OC(C[C@H](C1=CC(=C(C=C1)C)CN1C[C@@H](OC2=C(C1)N=C(C=C2)O)C(C)C)C2=C(C1=C(N(N=N1)C)C=C2)C)=O (R)-3-(1,4-dimethyl-1H-benzo[d][1,2,3]triazol-5-yl)-3-(3-(((S)-7-hydroxy-2-isopropyl-2,3-dihydropyrido[2,3-f][1,4]oxazepin-4(5H)-yl)methyl)-4-methylphenyl)propanoic acid ethyl ester